COC1=C(C=C2C(=NC(=NC2=C1)C)N[C@H](C)C=1C(=C(C#N)C=CC1)C)N1CCC2(CC1)CCNCC2 (R)-3-(1-((7-methoxy-2-methyl-6-(3,9-diazaspiro[5.5]undecane-3-yl)quinazoline-4-yl)amino)ethyl)-2-methylbenzonitrile